NN1CCC(CC1)CN1S(CCC1)(=O)=O 2-((1-aminopiperidin-4-yl)methyl)isothiazolidine 1,1-dioxide